C1(=C2N(C=N1)CCC2)[C@H](C(NC=2SC=CN2)=O)N2CC1=C(C=C(C=C1C2=O)C2=CC=C(C=C2)C2CCN(CC2)CC(=O)O)F |r| 2-[4-[4-[2-[(1RS)-1-(6,7-dihydro-5H-pyrrolo[1,2-c]imidazol-1-yl)-2-oxo-2-(thiazol-2-ylamino)ethyl]-7-fluoro-3-oxo-isoindolin-5-yl]phenyl]-1-piperidinyl]acetic acid